4,5,6,7-tetrahydro-[1,2]oxaborolo[3,4-c]pyridin-1(3H)-ol B1(OCC2=C1CNCC2)O